methyl(pyridin-4-yl)(((1-(4-(5-(trifluoromethyl)-1,2,4-oxadiazol-3-yl)phenyl)-1H-pyrazol-4-yl)methyl)imino)-λ6-sulfanone CS(=O)(=NCC=1C=NN(C1)C1=CC=C(C=C1)C1=NOC(=N1)C(F)(F)F)C1=CC=NC=C1